(2s,4r)-2-((1H-1,2,3-triazol-1-yl)methyl)-4-(5-(2-cyclopropoxy-5-(trifluoromethoxy)-phenyl)-1,3,4-oxadiazole-2-carboxamido)pyrrolidine-1-carboxylic acid tert-butyl ester C(C)(C)(C)OC(=O)N1[C@@H](C[C@H](C1)NC(=O)C=1OC(=NN1)C1=C(C=CC(=C1)OC(F)(F)F)OC1CC1)CN1N=NC=C1